3-(8-(8-(((3s,5s,7s)-adamantan-1-yl)amino)octyl)-2-methyl-4-oxoquinazolin-3(4H)-yl)piperidine-2,6-dione C12(CC3CC(CC(C1)C3)C2)NCCCCCCCCC=2C=CC=C3C(N(C(=NC23)C)C2C(NC(CC2)=O)=O)=O